4-Cyclohexyl-7-(8-ethylnaphthalen-1-yl)-8-fluoro-2-((hexahydro-1H-pyrrolizine-7a-yl)methoxy)pyrido[4,3-d]pyrimidine C1(CCCCC1)C=1C2=C(N=C(N1)OCC13CCCN3CCC1)C(=C(N=C2)C2=CC=CC1=CC=CC(=C21)CC)F